ClC=1C=C(OC=2C=CC(=C(C2)NC(=O)C2N(C(CC2)=O)C)OC)C=CC1Cl N-(5-(3,4-dichlorophenoxy)-2-methoxyphenyl)-1-methyl-5-oxopyrrolidine-2-carboxamide